Ethyl 2-methyl-5-(N-(2,3,4,9-tetrahydro-1H-carbazol-2-yl)sulfamoyl)-1H-pyrrole-3-carboxylate CC=1NC(=CC1C(=O)OCC)S(NC1CC=2NC3=CC=CC=C3C2CC1)(=O)=O